(Isopropylidene)(cyclopentadienyl)(fluorenyl)dibenzyl-zirconium C(C)(C)=C(C1=CC=CC=C1)[Zr](CC1=CC=CC=C1)(C1=CC=CC=2C3=CC=CC=C3CC12)C1C=CC=C1